mono-azole N1C=CC=C1